3-{3-[N-(S)-1-(4-fluoro-3-methoxyphenyl)ethylcarbamoyl]-4-[(S)-5-methyl-1,4-diazepan-1-yl]-8-cyclopropyl-6-methyl-1,7-diaza-2-naphthylamino}propionic acid FC1=C(C=C(C=C1)C(C)NC(=O)C=1C(=NC2=C(N=C(C=C2C1N1CCN[C@H](CC1)C)C)C1CC1)NCCC(=O)O)OC